OC1CCC(OC1)CN1C(N(C=2N=CN(C2C1=O)C)C)=O 1-((5-Hydroxytetrahydro-2H-pyran-2-yl)methyl)-3,7-dimethyl-1H-purine-2,6(3H,7H)-dione